FC(C(=O)O)(F)F.FC(C(=O)O)(F)F.FC(C(=O)O)(F)F.NC[C@H](C(=O)NC=1C=CC(=C(C(=O)N[C@H](C)C2=CC=CC3=CC=CC=C23)C1)C)NC[C@H]1NCCC1 5-((R)-3-amino-2-((((S)-pyrrolidin-2-yl)methyl)amino)propanamido)-2-methyl-N-((R)-1-(naphthalen-1-yl)ethyl)benzamide tris(2,2,2-trifluoroacetate)